C(CC)S(=O)(=O)C1=C(C=CC=C1)C=O (2-propylsulfonylphenyl)methanone